3-(Bicyclo[1.1.1]pentan-1-yl)-1-((3,3-difluoro-1-methylcyclobutyl)methyl)-N-(2-(S-methylsulfonimidoyl)pyridin-4-yl)-4-(trifluoromethyl)-1H-pyrazole-5-carboxamide C12(CC(C1)C2)C2=NN(C(=C2C(F)(F)F)C(=O)NC2=CC(=NC=C2)S(=O)(=N)C)CC2(CC(C2)(F)F)C